2-[[1-(7H-purin-6-yl)azetidin-4-yl]methyl]-pyridin-3-one N1=CN=C2N=CNC2=C1N1CCC1CC1N=CC=CC1=O